CNC=1C(=CC=CC1C(F)(F)F)N N2-methyl-3-(trifluoromethyl)benzene-1,2-diamine